FC1=C(C(=C(C=C1O)O)F)N1C(N(C2=C(C1)C=NC1=C2C=C(N1S(=O)(=O)C1=CC=CC=C1)CN1CCOCC1)CC)=O 3-(2,6-difluoro-3,5-dihydroxyphenyl)-1-ethyl-8-(morpholinomethyl)-7-(phenylsulfonyl)-1,3,4,7-tetrahydro-2H-pyrrolo[3',2':5,6]pyrido[4,3-d]pyrimidin-2-one